N,N'-diphenylStilbene-4,4'-diamine C1(=CC=CC=C1)NC1=CC=C(C=C1)C=CC1=CC=C(C=C1)NC1=CC=CC=C1